((3-methoxy-5-(trifluoromethyl)phenyl)carbamoyl)(3-(1-phenylpropan-2-yl)-1,2,3-oxadiazol-3-ium-5-yl)amide COC=1C=C(C=C(C1)C(F)(F)F)NC(=O)[N-]C1=C[N+](=NO1)C(CC1=CC=CC=C1)C